(3S,4S) and (3R,4R)-3-(2,3-dihydro-1,4-benzodioxin-6-yl)-2-(2,6-dimethylpyridin-4-yl)-1-oxo-1,2,3,4-tetrahydroisoquinoline-4-carboxylic acid O1CCOC2=C1C=CC(=C2)[C@H]2N(C(C1=CC=CC=C1[C@@H]2C(=O)O)=O)C2=CC(=NC(=C2)C)C |r|